6-(3-cyanoazetidin-1-yl)-4-(6-(6-((6-methoxypyridin-3-yl)methyl)-3,6-diazabicyclo[3.1.1]heptan-3-yl)pyridin-3-yl)pyrazolo[1,5-a]pyridine-3-carbonitrile C(#N)C1CN(C1)C=1C=C(C=2N(C1)N=CC2C#N)C=2C=NC(=CC2)N2CC1N(C(C2)C1)CC=1C=NC(=CC1)OC